1-(2-methylphenyl)-3,4-dihydroisoquinoline CC1=C(C=CC=C1)C1=NCCC2=CC=CC=C12